Allyloxycarbonyl-Trifluoromethyl-Sulfonamide C(C=C)OC(=O)NS(=O)(=O)C(F)(F)F